FC1(C[C@@H](CN(C1)C=1C(=NC(=CC1)C=1N=NN(C1COC1=NN(C(C=C1)=O)CCC)C)C)CC(=O)OC)F methyl (S)-2-(5,5-difluoro-1-(2-methyl-6-(1-methyl-5-(((6-oxo-1-propyl-1,6-dihydropyridazin-3-yl)oxy)methyl)-1H-1,2,3-triazol-4-yl)pyridin-3-yl)piperidin-3-yl)acetate